Myrcene C=CC(=C)CCC=C(C)C